CC(=O)OC1=CC=C(C=C1)C(C=C)OC(=O)C D,L-1'-acetoxychavicol acetate